N=1C=C(N2C1C=CC=C2)C2CN(CCC2)C=2C1=C(N=C(N2)N)CSC1 4-(3-(imidazo[1,2-a]pyridin-3-yl)piperidin-1-yl)-5,7-dihydrothieno[3,4-d]pyrimidin-2-amine